FC1=C(C=C(C=C1)S(=O)(=O)N(C)C)C=1N=NNN1 4-Fluoro-N,N-dimethyl-3-(2H-tetrazol-5-yl)benzenesulfonamide